CC1(CC1)C(=O)NC1CCC(CC1)OC1=C2C=NC=NC2=CC(=C1)N1CCOCC1 1-methyl-N-((1s,4s)-4-((7-morpholinoquinazolin-5-yl)oxy)cyclohexyl)cyclopropane-1-carboxamide